(R)-1-(6-(3-(4-(5-cyclopropylpyridin-3-yl)-1H-1,2,3-triazol-1-yl)oxetan-3-yl)pyridin-3-yl)piperidin-3-amine C1(CC1)C=1C=C(C=NC1)C=1N=NN(C1)C1(COC1)C1=CC=C(C=N1)N1C[C@@H](CCC1)N